2,2-diethyl-ethylene oxide C(C)C1(CO1)CC